(S)-1-(1-((5-(4-((4-(2-morpholinoprop-2-yl)phenyl)ethynyl)phenyl)isoxazol-3-yl)methyl)-1H-imidazol-2-yl)ethan-1-ol O1CCN(CC1)C(C)(C)C1=CC=C(C=C1)C#CC1=CC=C(C=C1)C1=CC(=NO1)CN1C(=NC=C1)[C@H](C)O